2-[(4-Methoxy-benzenesulfonyl)-methyl-amino]-5-oxo-5H-thieno[3,2-b]pyran-6-carboxylic acid COC1=CC=C(C=C1)S(=O)(=O)N(C1=CC=2OC(C(=CC2S1)C(=O)O)=O)C